N,N-dimethylbehenamide CN(C(CCCCCCCCCCCCCCCCCCCCC)=O)C